diiodomethyl-m-tolylsulfone IC(I)S(=O)(=O)C=1C=C(C=CC1)C